C1(CC1)C=1C=NN2C1N=C(C=C2)C2=CNC=1N=C(N=CC12)N[C@@H]1C[C@@H](C1)OC 5-(3-cyclopropylpyrazolo[1,5-a]pyrimidin-5-yl)-N-(cis-3-methoxycyclobutyl)-7H-pyrrolo[2,3-d]pyrimidin-2-amine